3-cyano-2-((phenylseleno)methyl)propionic acid ethyl ester C(C)OC(C(CC#N)C[Se]C1=CC=CC=C1)=O